OC1CCC(CC1)C(C)(C)C1CCC(CC1)O bis(4-hydroxycyclohexyl)-propane